CC=1C=C(C=CC1C)C(CN1N=C(C(=C1C(=O)OCC)C(C(F)(F)F)(F)F)C(=O)OCC)=O Diethyl 1-[2-(3,4-dimethylphenyl)-2-oxoethyl]-4-(pentafluoroethyl)-1H-pyrazole-3,5-dicarboxylate